O=C(COC1=C2C(NC(C2=CC=C1)=O)=O)C1=CC=C(C=C1)C (2-oxo-2-(p-tolyl)ethoxy)isoindole-1,3-dione